C(C)C=1C(=C(C(=CC1)OC)S(=O)(=O)O)OC 3-ethyl-2,6-dimethoxybenzenesulfonic acid